4-benzoquinone diimine C1(C=CC(C=C1)=N)=N